FC(C=O)C(C(F)(F)F)(O)O 2,4,4,4-tetrafluoro-3,3-dihydroxybutane-1-one